17-((R)-4-(1H-tetrazol-5-yl)butan-2-yl)-3-([1,1'-biphenyl]-4-yl)-10,13-dimethylhexadecahydro-1H-cyclopenta[a]phenanthren-3-ol N1N=NN=C1CC[C@@H](C)C1CCC2C3CCC4CC(CCC4(C3CCC12C)C)(O)C1=CC=C(C=C1)C1=CC=CC=C1